COC(C1=C(C=C(C=C1)Br)CCBr)=O 4-bromo-2-(bromoethyl)benzoic acid methyl ester